5-bromo-3-(2-(3-(4-fluorophenyl)-4-oxothiazolidin-2-ylidene)hydrazono)indol-2-one BrC=1C=C2C(C(NC2=CC1)=O)=NN=C1SCC(N1C1=CC=C(C=C1)F)=O